(2-(2-(1-Fluoronaphthalen-2-yl)Thiazol-4-yl)Acetyl)Glycine FC1=C(C=CC2=CC=CC=C12)C=1SC=C(N1)CC(=O)NCC(=O)O